2-(methacryloyloxy)ethyltrimethylammonium tetrafluoroborate salt F[B-](F)(F)F.C(C(=C)C)(=O)OCC[N+](C)(C)C